C(=O)(O)C1=C(C=C(C=C1)C(=O)O)NC1=NC(=NC(=N1)NC1=C(C=CC(=C1)C(=O)O)C(=O)O)NC1=C(C=CC(=C1)C(=O)O)C(=O)O 2,4,6-Tris(2,5-dicarboxylphenylamino)-1,3,5-triazine